(1s,3s)-3-((5-fluoro-3-(4,4,5,5-tetramethyl-1,3,2-dioxaborolan-2-yl)pyridin-2-yl)amino)-1-methylcyclobutan-1-ol FC=1C=C(C(=NC1)NC1CC(C1)(O)C)B1OC(C(O1)(C)C)(C)C